N-[4-[3-[(4-Chlorophenyl)methyl]-1H-1,2,4-triazol-5-yl]phenyl]-3-[(1,1-dioxo-1,4-thiazinan-4-yl)methyl]benzamide ClC1=CC=C(C=C1)CC1=NNC(=N1)C1=CC=C(C=C1)NC(C1=CC(=CC=C1)CN1CCS(CC1)(=O)=O)=O